NC1=C(N=CC2=C(C(=CC=C12)F)C1=C(N=[N+](C=C1)[O-])OC)C(NCCC)=O 4-(4-amino-7-fluoro-3-(propylcarbamoyl)isoquinolin-8-yl)-3-methoxypyridazin 1-oxide